ClC=1C=C(C(=NC1)OC1=CC=C(C=C1)N1N=CC(=C1)CC(CC(=O)OCC)=O)F ethyl 4-(1-(4-((5-chloro-3-fluoropyridin-2-yl) oxy) phenyl)-1H-pyrazol-4-yl)-3-oxobutanoate